3-(5-(4-((3-azabicyclo[3.2.1]octan-3-yl)methyl)-1-methyl-1H-pyrrolo[2,3-b]pyridin-6-yl)-1-oxoisoindolin-2-yl)piperidine-2,6-dione C12CN(CC(CC1)C2)CC2=C1C(=NC(=C2)C=2C=C3CN(C(C3=CC2)=O)C2C(NC(CC2)=O)=O)N(C=C1)C